4-methoxybenzenebutyronitrile COC1=CC=C(C=C1)CCCC#N